((S)-4-(4-amino-6-(2-ethynyl-1H-benzo[d]imidazol-5-yl)-7-methyl-7H-pyrrolo[2,3-d]pyrimidin-5-yl)cyclohex-3-en-1-yl)((S)-2-(methoxymethyl)pyrrolidin-1-yl)methanone NC=1C2=C(N=CN1)N(C(=C2C2=CC[C@H](CC2)C(=O)N2[C@@H](CCC2)COC)C2=CC1=C(NC(=N1)C#C)C=C2)C